(2S,3R,5R)-3-(((2-(2-chloro-3,4-dihydroxybenzoyl)-1-methylhydrazinocarbonyl)oxy)methyl)-3-methyl-7-oxo-4-thia-1-azabicyclo[3.2.0]heptane-2-carboxylic acid 4,4-dioxide ClC1=C(C(=O)NN(C(=O)OC[C@]2([C@@H](N3C(C[C@H]3S2(=O)=O)=O)C(=O)O)C)C)C=CC(=C1O)O